FC1=C(C(=CC=C1)[N+](=O)[O-])N1CCN(CC1)C 1-(2-fluoro-6-nitrophenyl)-4-methylpiperazine